isopropenyl (isopropyl) peroxide C(C)(C)OOC(=C)C